C(CC)[SiH3] Monopropylsilane